CN1CCN(CC1)C=1C=CC(=NC1)N 5-(4-methylpiperazine-1-yl)pyridine-2-amine